C(#N)/C(/C(=O)NCCOCCOCCOC)=C(/C)\C1=CC2=CC=C(C=C2C=C1)N1CCCCC1 (E)-2-cyano-N-(2-(2-(2-methoxyethoxy)ethoxy)ethyl)-3-(6-(piperidin-1-yl)naphthalen-2-yl)but-2-enamide